O1C=C(C2=C1C=CC=C2)C[C@H](NC(C(N[C@H]2COCC2)=O)=O)B(O)O ((R)-2-(benzofuran-3-yl)-1-(2-oxo-2-(((R)-tetrahydrofuran-3-yl)amino)acetamido)ethyl)boronic acid